4,4'-decylidenediphenol C(CCCCCCCCC)(C1=CC=C(C=C1)O)C1=CC=C(C=C1)O